N-(1-cyclopropyl-3-(methylsulfonyl)allyl)-6-(cyclopropyldifluoromethyl)-5-fluoro-2-phenoxynicotinamide C1(CC1)C(C=CS(=O)(=O)C)NC(C1=C(N=C(C(=C1)F)C(F)(F)C1CC1)OC1=CC=CC=C1)=O